OC1=CC=C(C=C1)C(=C(CC)C1=CC=C(C=C1)O)C1=CC=C(C=C1)N1CCC(CC1)CN1C[C@H](CCC1)NC=1C=C2C(N(C(C2=CC1)=O)C1C(NC(CC1)=O)=O)=O 5-(((S)-1-((1-(4-(1,2-bis(4-hydroxyphenyl)but-1-en-1-yl)phenyl)piperidin-4-yl)methyl)piperidin-3-yl)amino)-2-(2,6-dioxopiperidin-3-yl)isoindoline-1,3-dione